OC1C2C3=C(C1CC2)C=C(C=C3)O 3,6-dihydroxyl-benzonorbornane